3-bromopropyl-oxirane BrCCCC1OC1